2,3-dimethoxythieno[2,3-b]Pyrazine-6-carboxylic acid tert-butyl ester C(C)(C)(C)OC(=O)C1=CC=2C(=NC(=C(N2)OC)OC)S1